4-((6,7-dimethoxyisoquinolin-1-yl)amino)-3-(trifluoromethyl)benzonitrile COC=1C=C2C=CN=C(C2=CC1OC)NC1=C(C=C(C#N)C=C1)C(F)(F)F